tin maleate salt C(\C=C/C(=O)[O-])(=O)[O-].[Sn+4].C(\C=C/C(=O)[O-])(=O)[O-]